FC1=C(C#N)C(=CC(=C1)C1=CC=CC=2N1N=CC2C(=O)N2CCCCC2)F 2,6-difluoro-4-(3-(piperidine-1-carbonyl)pyrazolo[1,5-a]pyridin-7-yl)benzonitrile